CC1=NC=2N(C(=C1)C)N=CC2C(=O)NC2=CC=C(C=C2)CCC(=O)O 3-(4-(5,7-DIMETHYLPYRAZOLO[1,5-a]PYRIMIDINE-3-CARBOXAMIDO)PHENYL)PROPANOIC ACID